2-(2-fluoroethyl)-N-(6-(1-methyl-1H-imidazol-5-yl)isoquinolin-3-yl)-2-azaspiro[3.3]heptane-6-carboxamide FCCN1CC2(C1)CC(C2)C(=O)NC=2N=CC1=CC=C(C=C1C2)C2=CN=CN2C